3-(6-{4-[4-(3-{4-chloro-3-ethyl-1H-pyrrolo[2,3-b]pyridin-3-yl}phenyl)-3-oxopiperazin-1-yl]-4-hydroxybutoxy}-1-oxo-3H-isoindol-2-yl)piperidine-2,6-dione ClC1=C2C(=NC=C1)NCC2(CC)C=2C=C(C=CC2)N2C(CN(CC2)C(CCCOC2=CC=C1CN(C(C1=C2)=O)C2C(NC(CC2)=O)=O)O)=O